O[C@]1(C[C@H]2CC[C@H]3[C@@H]4CCC[C@@H]([C@]4(CCC3[C@H]2CC1)C)[C@H](C)NC1=CC=C(C#N)C=C1)C 4-(((1S)-1-((1S,4aS,4bR,6aR,8R,10aS,12aS)-8-hydroxy-8,12a-dimethyloctadecahydrochrysen-1-yl)ethyl)amino)benzonitrile